N1C[C@@H]([C@H](CC1)O)O (3S,4S)-piperidine-3,4-diol